Cl.O=C1NN=C(C2=CC=CC=C12)C1=CC=C2CCN(CC2=C1)S(=O)(=O)N 7-(4-oxo-3,4-dihydrophthalazin-1-yl)-3,4-dihydroisoquinoline-2(1H)-sulfonamide hydrochloride